cresylacetic acid C1(=CC=C(C=C1)C)CC(=O)O